Cl\C(\C(F)(F)F)=C(\C(F)(F)F)/Cl Z-2,3-dichloro-1,1,1,4,4,4-hexafluorobut-2-ene